2,3-dihydroxymethylpiperazine OCC1NCCNC1CO